5-(4-fluoro-2-ethylphenyl)-1,3,3,7-tetraethyloctahydrobenzo[c]isoxazole FC1=CC(=C(C=C1)C1CC2C(N(OC2(CC)CC)CC)C(C1)CC)CC